3-(5-(4-((4-(3-((4-((5-chloropyrimidin-2-yl)amino)piperidin-1-yl)sulfonyl)phenyl)piperazin-1-yl)methyl)piperidin-1-yl)-1-oxoisoindolin-2-yl)piperidine-2,6-dione ClC=1C=NC(=NC1)NC1CCN(CC1)S(=O)(=O)C=1C=C(C=CC1)N1CCN(CC1)CC1CCN(CC1)C=1C=C2CN(C(C2=CC1)=O)C1C(NC(CC1)=O)=O